4-(7-fluoroisoquinolin-3-yl)-1H-1,2,3-triazole FC1=CC=C2C=C(N=CC2=C1)C=1N=NNC1